3-[2-amino-6-(1-{[6-(methoxymethyl)-2-pyridinyl]methyl}-1H-1,2,3-triazol-4-yl)-4-pyrimidinyl]-4-fluoro-benzonitrile NC1=NC(=CC(=N1)C=1C=C(C#N)C=CC1F)C=1N=NN(C1)CC1=NC(=CC=C1)COC